FC1=C(C[C@H](N)C(=O)O)C(=CC=C1)F 2,6-di-fluoroPhenylalanine